ClC1=C(C=CC(=C1)I)NC1=C(C2=C(C(N1C)=O)C=CO2)C(=O)NOCCO 6-(2-Chloro-4-iodophenylamino)-N-(2-hydroxyethoxy)-5-methyl-4-oxo-4,5-dihydrofuro[3,2-c]pyridin-7-carboxamid